7-[(4-chlorophenyl)methyl]-11-[(3-oxo-2,3-dihydro-1H-inden-5-yl)methyl]-2,5,7,11-tetraazatricyclo[7.4.0.02,6]trideca-1(9),5-dien-8-one ClC1=CC=C(C=C1)CN1C2=NCCN2C=2CCN(CC2C1=O)CC=1C=C2C(CCC2=CC1)=O